1-benzyl 3-methyl 6-methylpiperidine-1,3-dicarboxylate CC1CCC(CN1C(=O)OCC1=CC=CC=C1)C(=O)OC